C1(CC1)C1=C(C=CC=C1F)CCC[C@H]1C[C@@H]2N(CCN(C2)C2=NC=C(C#N)C=C2)C1=O 6-((7S,8aS)-7-(3-(2-cyclopropyl-3-fluorophenyl)propyl)-6-oxohexahydropyrrolo[1,2-a]pyrazin-2(1H)-yl)nicotinonitrile